3-(3-((6-((2-methoxypyridin-4-yl)methoxy)pyridin-3-yl)methyl)isoxazol-5-yl)pyridin-2-amine COC1=NC=CC(=C1)COC1=CC=C(C=N1)CC1=NOC(=C1)C=1C(=NC=CC1)N